C1(CC1)C1(NC(=NC=C1C(F)(F)F)NC1=CC(=CC(=C1)N1CCN(CC1)C)F)N 4-cyclopropyl-N2-(3-fluoro-5-(4-methylpiperazin-1-yl)phenyl)-5-(trifluoromethyl)pyrimidine-2,4-diamine